FC1=C(C=CC=C1[N+](=O)[O-])C1OCCO1 2-(2-fluoro-3-nitrophenyl)-1,3-dioxolane